C(CC1=CC=CC=C1)OC1CCC(CC1)=O 4-(phenethyloxy)cyclohexanone